ClC=1C=CC=C2[C@H](CCOC12)NC(=O)NC=1N=C(SC1)C=1C=NN(C1)CC (S)-1-(8-chlorochroman-4-yl)-3-(2-(1-ethyl-1H-pyrazol-4-yl)thiazol-4-yl)urea